3-hexadecyl-chloromethane CCC(CCCCCCCCCCCCC)CCl